ClC1=CC=C2C(=N1)N=C(N2)C=2C(=C(C=C(C2)F)NC(C2=C(C=C(C=C2)[N+](=O)[O-])F)=O)C N-(3-(5-chloro-1H-imidazo[4,5-b]pyridin-2-yl)-5-fluoro-2-methylphenyl)-2-fluoro-4-nitrobenzamide